C1(=CC=C2C=CC=C3C4=CC=C5C(=C4C1=C23)C=CC=C5)C5=C(C2=CC=CC=C2C=C5)C5=C(C=2C=CC3=CC=CC=C3C2C=C5)C5=C(C=CC=C5)C5=CC=CC2=CC=CC=C52 [(benzofluoranthenyl)naphthalenyl][(naphthyl)phenyl]phenanthrene